N,N,N'-tris(2-hydroxyethyl)-N'-octadecyl-1,3-diaminopropane-dihydrofluoride F.F.OCCN(CCCN(CCCCCCCCCCCCCCCCCC)CCO)CCO